C1(=C(C=CC=C1)C1=CC(=C(C(=O)O)C=C1)O)C.C(C=1C(O)=CC=CC1)(=O)OC1=CC=C(C=C1)C p-toluyl salicylate (p-toluyl 2-hydroxybenzoate)